IC1=NN(C2=NC(=CN=C21)N2CCC1([C@@H]([C@@H](OC1)C)NC(OC(C)(C)C)=O)CC2)C2OCCCC2 Tert-butyl (3S,4S)-8-(3-iodo-1-(tetrahydro-2H-pyran-2-yl)-1H-pyrazolo[3,4-b]pyrazin-6-yl)-3-methyl-2-oxa-8-azaspiro[4.5]decan-4-ylcarbamate